CC=1N=C2N(N=C(C=C2C)C2=C(C=C3C(N(C=NC3=C2)C2CCNCC2)=O)O)C1 7-{2,8-dimethylimidazo[1,2-b]pyridazin-6-yl}-6-hydroxy-3-(piperidin-4-yl)quinazolin-4-one